(R)-2-(Azetidin-3-yl)-5-methyl-N-(1-(naphthalen-1-yl)ethyl)-1H-indole-6-carboxamide N1CC(C1)C=1NC2=CC(=C(C=C2C1)C)C(=O)N[C@H](C)C1=CC=CC2=CC=CC=C12